(4-(1H-pyrazol-4-yl)phenyl)-4-fluoro-6-methoxyspiro[indoline-2,3'-pyrrolidine]-2'-one N1N=CC(=C1)C1=CC=C(C=C1)N1C(C2(CC1)NC1=CC(=CC(=C1C2)F)OC)=O